Cl.C(C1=CC=CC=C1)N1CCC2(CC(C2)N(C(=O)C2=CNC=C2)C2=CC=CC=C2)CC1 N-(7-benzyl-7-azaspiro[3.5]nonan-2-yl)-N-phenyl-1H-pyrrole-3-carboxamide hydrochloride